bis(1,2,2,6,6-pentamethyl-4-piperidinyl) decanedioate C(CCCCCCCCC(=O)OC1CC(N(C(C1)(C)C)C)(C)C)(=O)OC1CC(N(C(C1)(C)C)C)(C)C